CN1CCN(CC1)C=1C=CC(=NC1)NC=1N=CC2=C(N1)N(C(=C2)C(=O)[O-])C2CCCC2 ((5-(4-(methyl) piperazin-1-yl) pyridin-2-yl) amino)-7-cyclopentyl-7H-pyrrolo[2,3-d]pyrimidine-6-carboxylate